O[C@]1(CN(CC1)C=1C=C2C(=CC=NC2=CC1)C(=O)OC)C Methyl (R)-6-(3-hydroxy-3-methylpyrrolidin-1-yl)quinoline-4-carboxylate